(S)-1-chloro-3-(2,6-dichloro-4-((4-((R)-2-hydroxy-3-morpholinopropoxy)phenyl)sulfonyl)phenoxy)propan-2-ol ClC[C@H](COC1=C(C=C(C=C1Cl)S(=O)(=O)C1=CC=C(C=C1)OC[C@@H](CN1CCOCC1)O)Cl)O